C(C=C)N1C(C=NC2=CC=CC=C12)=O N-allyl-2(1H)quinoxalinone